CC1=C(C=CC=C1)C(C(=O)N)CCCCCC(C)=O (2-methylphenyl)-8-oxononanamide